(R)-(+)-1-(4-methoxyphenyl)ethylamine C[C@H](C1=CC=C(C=C1)OC)N